ClC1=CC=C2C(=CC(NC2=C1)=O)S(=O)(=O)NC=1C(=NC(=C(C1)F)OCC(F)F)OC 7-chloro-N-[6-(2,2-difluoroethoxy)-5-fluoro-2-methoxy-3-pyridinyl]-2-keto-1H-quinoline-4-sulfonamide